NCC=1CN(C=CC1)C 3-(aminomethyl)-1-methyl-1,2-dihydropyridine